N-(1-isopropylpiperidin-4-yl)-6-methoxy-2-(4-phenyl-1,4-diazepan-1-yl)-7-(3-(pyrrolidin-1-yl)propoxy)quinazolin-4-amine C(C)(C)N1CCC(CC1)NC1=NC(=NC2=CC(=C(C=C12)OC)OCCCN1CCCC1)N1CCN(CCC1)C1=CC=CC=C1